C(C)(C)(C)N(C(=O)OC1(CCCCC1)C1=CC=C(C=C1)N)CC1=NOC(=C1CC)C1CC1 (1r,4r)-4-Aminophenylcyclohexan-1-ol tert-Butyl-((5-cyclopropyl-4-ethylisoxazol-3-yl)methyl)carbamate